CC1=C(C(N(C=C1C(=O)N)CC1=CC(=CC=C1)CC=O)=O)C(=O)N methyl-2-oxo-1-(3-(2-oxoethyl)benzyl)-1,2-dihydropyridine-3,5-dicarboxamide